(S)-N-((4-bromo-1H-pyrrol-2-yl)methyl)-2-((tert-butyldimethylsilyl)oxy)-1-(3-chloro-4-fluorophenyl)ethanamine BrC=1C=C(NC1)CN[C@H](CO[Si](C)(C)C(C)(C)C)C1=CC(=C(C=C1)F)Cl